C(C)C1=NN2C(=NN(C(C2=C1)=O)CC(=O)OC)C(C)C methyl 2-(2-ethyl-7-isopropyl-4-oxo-pyrazolo[1,5-d][1,2,4]triazin-5-yl)acetate